C(C)NC[C@@H]1OC2=C(C1)C(=C(C(=C2)O)N2CC(NS2(=O)=O)=O)F 5-{(2R)-2-[(ethylamino)methyl]-4-fluoro-6-hydroxy-2,3-dihydro-1-benzofuran-5-yl}-1λ6,2,5-thiadiazolidine-1,1,3-trione